6-glucosyl-5,7-dihydroxyflavone C1([C@H](O)[C@@H](O)[C@H](O)[C@H](O1)CO)C=1C(=C2C(C=C(OC2=CC1O)C1=CC=CC=C1)=O)O